C1(=CC=C2C=CC3=CC=CC4=CC=C1C2=C34)C3=CC=4C2(C1=CC(=CC=C1C4C=C3)C3=CC=C4C=CC1=CC=CC5=CC=C3C4=C15)C1=CC=CC=C1C1=CC=CC=C12 2,7-bis(1-pyrenyl)-spiro-9,9'-bifluorene